BrCC1=CC=C(C=C1)C1=CC=CC=C1 4'-(bromomethyl)biphenyl